C(C)(C)(C)OC(N[C@@H](CC1=C(C=C(C=C1)C1=CC2=C(OCC(N2C)=O)C=C1)F)C#N)=O (S)-(1-cyano-2-(2-fluoro-4-(4-methyl-3-oxo-3,4-dihydro-2H-benzo[b][1,4]oxazin-6-yl)phenyl)ethyl)carbamic acid tert-butyl ester